ClC1=CC(=C2C(=N1)C=CN2CC)C=O 5-chloro-1-ethyl-1H-pyrrolo[3,2-b]pyridine-7-carbaldehyde